C(#N)C1=CN=CC(=N1)NC(=O)[C@H]1CC[C@H]2[C@@H]3CC[C@@H]4C[C@](CC[C@@H]4[C@H]3CC[C@]12C)(CCC)O (3R,5R,8R,9R,10S,13S,14S,17S)-N-(6-cyanopyrazin-2-yl)-3-hydroxy-13-methyl-3-propylhexadecahydro-1H-cyclopenta[a]phenanthrene-17-carboxamide